N-[1-[1-(5-chloro-2-pyridinyl)imidazo[4,5-b]pyridin-2-yl]ethyl]-3-cyclopropyl-5-(trifluoromethoxy)benzamide ClC=1C=CC(=NC1)N1C(=NC2=NC=CC=C21)C(C)NC(C2=CC(=CC(=C2)OC(F)(F)F)C2CC2)=O